tert-butyl (2S)-2-[(3-chlorophenyl)methyl]-4,4-difluoro-3-hydroxypyrrolidine-1-carboxylate ClC=1C=C(C=CC1)C[C@@H]1N(CC(C1O)(F)F)C(=O)OC(C)(C)C